N-(1-(3-amino-5-(difluoromethyl)phenyl)ethyl)-2-methyl-6-(2-oxa-6-azaspiro[3.3]heptan-6-yl)-8,9-dihydro-7H-cyclopenta[h]quinazolin-4-amine NC=1C=C(C=C(C1)C(F)F)C(C)NC1=NC(=NC2=C3C(=C(C=C12)N1CC2(COC2)C1)CCC3)C